2-{3-[(3S)-3-cyclopropylpiperazin-1-yl]-1,2,4-triazin-6-yl}-5-(1-methyl-1H-[1,2,3]triazolo[4,5-b]pyridin-6-yl)phenol dihydrochloride Cl.Cl.C1(CC1)[C@H]1CN(CCN1)C=1N=NC(=CN1)C1=C(C=C(C=C1)C=1C=C2C(=NC1)N=NN2C)O